(E)-2-chloro-1-(cyclopropyl-methoxy)-4-(3-methoxyallyl)benzene ClC1=C(C=CC(=C1)C\C=C\OC)OCC1CC1